CCCCC/C=C\C/C=C\C/C=C\CCCCC(=O)OC[C@H](COP(=O)([O-])OCC[N+](C)(C)C)OC(=O)CCCCCCC/C=C\C/C=C\C/C=C\CC 1-(6Z,9Z,12Z-octadecatrienoyl)-2-(9Z,12Z,15Z-octadecatrienoyl)-glycero-3-phosphocholine